tert-butyl 2-[4-[2-(2,6-dioxo-3-piperidyl)-1-oxo-isoindolin-5-yl]piperazin-1-yl]-2-methyl-7-azaspiro[3.5]nonane-7-carboxylate O=C1NC(CCC1N1C(C2=CC=C(C=C2C1)N1CCN(CC1)C1(CC2(C1)CCN(CC2)C(=O)OC(C)(C)C)C)=O)=O